6-hexylidenediphosphonic acid CCCCCC(P(O)(O)=O)P(O)(O)=O